rac-(1r,5s,6s,7r)-7-aminobicyclo[3.2.0]heptane-6-ol hydrochloride Cl.N[C@H]1[C@H]([C@H]2CCC[C@@H]12)O |r|